N-(1-(3-methoxyphenyl)vinyl)benzamide COC=1C=C(C=CC1)C(=C)NC(C1=CC=CC=C1)=O